8-cyclopentyl-2-((4-((4-hydroxypiperidin-1-yl)sulfonyl)phenyl)amino)-7-oxo-7,8-dihydropyrido[2,3-d]pyrimidine-6-carbonitrile C1(CCCC1)N1C(C(=CC2=C1N=C(N=C2)NC2=CC=C(C=C2)S(=O)(=O)N2CCC(CC2)O)C#N)=O